2-Hydroxy-3-n-tetradecylthio-1,4-naphthoquinone OC=1C(C2=CC=CC=C2C(C1SCCCCCCCCCCCCCC)=O)=O